(S)-2-(benzo[d]oxazol-2-ylamino)-4-((2-((2-methylpyridin-3-yl)oxy)ethyl)(4-(5,6,7,8-tetrahydro-1,8-naphthyridin-2-yl)butyl)amino)butanoic acid O1C(=NC2=C1C=CC=C2)N[C@H](C(=O)O)CCN(CCCCC2=NC=1NCCCC1C=C2)CCOC=2C(=NC=CC2)C